COC1=C2C(=NC(=NC2=CC=C1)C(F)(F)F)C=CC#N 3-[5-methoxy-2-(trifluoromethyl)quinazolin-4-yl]prop-2-enenitrile